2-methyl-1,3-cyclohexanediamine CC1C(CCCC1N)N